C(C1=CC=CC=C1)OC(=O)N([Na])S(=O)(=O)N1C(=C(C=C1)Br)C(=O)OCC1=CC=CC=C1 benzyloxycarbonyl-(2-benzyloxycarbonyl-3-bromo-pyrrol-1-yl)sulfonyl-aminosodium